6-(4-chlorophenyl)-3-oxo-2-(pyridin-3-yl)-N-[(2R)-3,3,3-trifluoro-2-hydroxypropyl]-2,3-dihydropyridazine-4-carboxamide ClC1=CC=C(C=C1)C=1C=C(C(N(N1)C=1C=NC=CC1)=O)C(=O)NC[C@H](C(F)(F)F)O